4-fluoro-5,6-dimethyl-1H-pyrrolo[2,3-b]pyridine-2-carboxylic acid FC1=C2C(=NC(=C1C)C)NC(=C2)C(=O)O